N-methyl-N-(methyl-((S)-1-((R)-1-tritylazepine-2-carbonyl)pyrrolidin-3-yl)carbamoyl)-L-valine CN([C@@H](C(C)C)C(=O)O)C(N([C@@H]1CN(CC1)C(=O)C=1N(C=CC=CC1)C(C1=CC=CC=C1)(C1=CC=CC=C1)C1=CC=CC=C1)C)=O